ClC1=CC=C2C(=N1)N(C=C2C2=CC=CC(=N2)N(C(OC(C)(C)C)=O)C)COCC[Si](C)(C)C tert-butyl (6-(6-chloro-1-((2-(trimethylsilyl)ethoxy)methyl)-1H-pyrrolo[2,3-b]pyridin-3-yl)pyridin-2-yl)(methyl)carbamate